FC1=C(C=C(C(=O)OC)C=C1)C=O methyl 4-fluoro-3-formyl-benzoate